5-(benzyloxy)-2-methyl-N-((7S,8aS)-2-methyloctahydropyrrolo[1,2-a]pyrazin-7-yl)benzofuran-3-carboxamide C(C1=CC=CC=C1)OC=1C=CC2=C(C(=C(O2)C)C(=O)N[C@H]2C[C@@H]3N(CCN(C3)C)C2)C1